1-N,N,N',N'-tetramethylmethanediamine CN(CN(C)C)C